p-cymene-yl-terpinene C1(=C(C=C(C=C1)C)C1(C(=C2C(C(C1)C2)(C)C)C)C2(C(=C1C(C(C2)C1)(C)C)C)C1C(=C2C(C(C1)C2)(C)C)C)C(C)C